FC1=CC=C(C=C1)C=1C(=NC=NC1C1=CC=CC=C1)C1=CC=CC=C1 5-(4-fluorophenyl)-4,6-diphenylpyrimidine